Tert-butyl N-[(3R)-1-[2-[9-(2-hydroxyethyl)-1,9-diazatricyclo[6.3.1.04,12]dodeca-2,4(12),5,7-tetraen-2-yl]-7-methoxy-1-methyl-benzimidazole-5-carbonyl]-3-piperidyl]carbamate OCCN1C2=CC=CC=3C=C(N(CC1)C32)C3=NC2=C(N3C)C(=CC(=C2)C(=O)N2C[C@@H](CCC2)NC(OC(C)(C)C)=O)OC